N'-acetyl-4-amino-N-(2-cyano-4-fluorobenzyl)-N',1-dimethyl-1H-pyrazolo[4,3-c]quinoline-8-carbohydrazide C(C)(=O)N(N(C(=O)C1=CC=2C3=C(C(=NC2C=C1)N)C=NN3C)CC3=C(C=C(C=C3)F)C#N)C